methyl 3-[2-chloro-5-(trifluoromethyl)pyridine-3-carbonyl]bicyclo[1.1.1]pentane-1-carboxylate ClC1=NC=C(C=C1C(=O)C12CC(C1)(C2)C(=O)OC)C(F)(F)F